2-fluoro-N-(6-(4-methyl-1H-pyrazol-3-yl)imidazo[1,2-a]pyridin-2-yl)cyclopropane-1-carboxamide FC1C(C1)C(=O)NC=1N=C2N(C=C(C=C2)C2=NNC=C2C)C1